3-bromo-3',4',5'-triphenyl-1,1':2',1''-terphenyl BrC=1C=C(C=CC1)C=1C(=C(C(=C(C1)C1=CC=CC=C1)C1=CC=CC=C1)C1=CC=CC=C1)C1=CC=CC=C1